[3-[[4-[[7,7-dimethyl-3-oxo-4-(sulfomethyl)-2-bicyclo[2.2.1]heptanylidene]methyl]phenyl]methylidene]-7,7-dimethyl-2-oxo-1-bicyclo[2.2.1]heptanyl]methanesulfonic acid CC1(C2C(C(C1(CC2)CS(=O)(=O)O)=O)=CC2=CC=C(C=C2)C=C2C(C1(CCC2C1(C)C)CS(=O)(=O)O)=O)C